4-[(2R)-3-(3,4-dihydro-1H-isoquinolin-2-yl)-2-hydroxy-propyl]-8-[[1-(2-hydroxy-2-methyl-propyl)-4-piperidyl]oxy]-2,3-dihydro-1,4-benzoxazepin-5-one C1N(CCC2=CC=CC=C12)C[C@H](CN1CCOC2=C(C1=O)C=CC(=C2)OC2CCN(CC2)CC(C)(C)O)O